ClC1=C2CCN([C@@H](C2=C(C=C1)OCC1=NOC(C1)(C)C)CN1CC2(CC2)CC1=O)C(=O)[C@H]1[C@H](CCCC1)C (1S,2R)-2-((S)-5-Chloro-8-((5,5-dimethyl-4,5-dihydroisoxazol-3-yl)methoxy)-1-((6-oxo-5-azaspiro[2.4]heptan-5-yl)methyl)-1,2,3,4-tetrahydroisochinolin-2-carbonyl)-1-methylcyclohexan